CC1C(CNC(C1)C=1C(=CC2=CNN=C2C1)C)N 4-methyl-6-(5-methyl-2H-indazol-6-yl)piperidin-3-amine